C1(NCCC2=CC=CC=C12)C(=O)N 1,2,3,4-tetrahydroisoquinoline-1-formamide